N-(2-((7-chloroisoquinolin-1-yl)oxy)ethyl)-2,2,2-trifluoro-N-methylmethylethane-1-amine ClC1=CC=C2C=CN=C(C2=C1)OCCN(C(C(F)(F)F)C)C